ClC=1C(=NC=CC1)[C@H]1N(CCC1)C=1C(=C(C(=O)N[C@H](C)\C=C\S(=O)(=O)C)C=CC1)F ((S)-2-(3-Chloropyridin-2-yl)pyrrolidin-1-yl)-2-fluoro-N-((R,E)-4-(methylsulfonyl)but-3-en-2-yl)benzamide